3,3'-((cyclohexylmethyl)azanediyl)bis(propan-1-ol) C1(CCCCC1)CN(CCCO)CCCO